C(CCCCCCC\C=C\CCCCCCCC)(=O)O (10E)-octadeca-9-enoic acid